6-(2,4-Dioxotetrahydropyrimidin-1(2H)-yl)-1H-indole-4-carbonitrile O=C1N(CCC(N1)=O)C=1C=C(C=2C=CNC2C1)C#N